N-(((1r,4r)-4-aminocyclohexyl)methyl)-2-methyl-4-(piperidin-1-yl)aniline NC1CCC(CC1)CNC1=C(C=C(C=C1)N1CCCCC1)C